C(C=C)(=O)OC12CC3(CC(CC(C1)C3)C2)O 1-acryloyloxy-3-hydroxyadamantan